BrC1=CC2=C(C(=N1)NC=1C=C(C(=O)O)C=CC1F)N(C=N2)C(C)C 3-((6-bromo-3-isopropyl-3H-imidazo[4,5-c]pyridin-4-yl)amino)-4-fluorobenzoic acid